N-[(2R)-1,4-dioxan-2-ylmethyl]-8-methyl-2-[(5-methylpyridin-2-yl)methyl]-4,5-dihydro-2H-furo[2,3-g]indazole-7-carboxamide O1[C@@H](COCC1)CNC(=O)C1=C(C2=C(CCC3=CN(N=C23)CC2=NC=C(C=C2)C)O1)C